IC1=CC=C(C=C1)N=NC1(C(N2C(SC1)=NC1=C2C=CC=C1)=O)C 3-((4-Iodophenyl)diazenyl)-3-methyl-2,3-dihydro-4H-benzo[4,5]imidazo[2,1-b][1,3]thiazin-4-one